[Li+].[N+](=O)([O-])[O-].[Mn+2].[N+](=O)([O-])[O-].[N+](=O)([O-])[O-] manganese nitrate, lithium salt